1,1,4-trimethylcycloheptane CC1(CCC(CCC1)C)C